NCCNCCC[Si](OCC)(OCC)C gamma-(2-aminoethyl)aminopropylmethyldiethoxysilane